4-(2-hydroxyethyl)-1-piperazinylethanesulfonic acid OCCN1CCN(CC1)C(C)S(=O)(=O)O